C(C1=CC=CC=C1)OC(=O)N[C@H](C(=O)NC(C(=O)OC(C)(C)C)C[Si](C)(C)C)C(C)(C)C tert-butyl 2-[[(2S)-2-(benzyloxycarbonylamino)-3,3-dimethyl-butanoyl]amino]-3-trimethylsilyl-propanoate